2-carboxymethylpropane-1,3-dicarboxylic acid C(=O)(O)CC(CC(=O)O)CC(=O)O